(2-((1-(3-Cyano-2-fluorophenyl)propyl)(cyclopropyl)amino)ethyl)carbamic acid tert-butyl ester C(C)(C)(C)OC(NCCN(C1CC1)C(CC)C1=C(C(=CC=C1)C#N)F)=O